hydroxy-7-(pyridin-2-yl)thieno[3,2-d]pyrimidine-2-carboxylic acid OC=1C2=C(N=C(N1)C(=O)O)C(=CS2)C2=NC=CC=C2